3'-bromo-10H-spiro(anthracene-9,9'-fluorene)-10,10-d2 BrC=1C=CC=2C3(C4=CC=CC=C4C2C1)C1=CC=CC=C1C(C=1C=CC=CC13)([2H])[2H]